1-(2-hydroxy-5-methylphenyl)-2-phenyl-1-ethanone OC1=C(C=C(C=C1)C)C(CC1=CC=CC=C1)=O